2-[[5-[2-[(1-methylsulfonylpiperidin-4-yl)amino]-5-(trifluoromethyl)pyrimidin-4-yl]-1,3-thiazol-2-yl]amino]ethanol CS(=O)(=O)N1CCC(CC1)NC1=NC=C(C(=N1)C1=CN=C(S1)NCCO)C(F)(F)F